CC1=COC(O1)=O 5-methyl-1,3-dioxolen-2-one